3-(1-propenyl)-2,2-dimethylcyclopropanecarboxylate C(=CC)C1C(C1C(=O)[O-])(C)C